methyl (E)-[4-[3-(4-cyclopropylsulfanylphenyl)-3-[4-[3-(N,N-dimethylamino)propynyl]phenyl]allyloxy]-2-methylphenoxy]acetate C1(CC1)SC1=CC=C(C=C1)/C(=C/COC1=CC(=C(OCC(=O)OC)C=C1)C)/C1=CC=C(C=C1)C#CCN(C)C